6-Chloro-1-(4-cyclopropyl-2-isopropyl-3-pyridyl)-4-[(2S,5R)-2,5-dimethyl-4-prop-2-enoyl-piperazin-1-yl]-7-(o-tolyl)pyrido[2,3-d]pyrimidin-2-one ClC1=CC2=C(N(C(N=C2N2[C@H](CN([C@@H](C2)C)C(C=C)=O)C)=O)C=2C(=NC=CC2C2CC2)C(C)C)N=C1C1=C(C=CC=C1)C